C(C=C)(=O)N1[C@@H]2CN(C[C@@H]2C1)C(=O)N1CCC(CC1)N1N=CC(=C1)C=1C=C(C=2N(C1)N=CC2C#N)OC 6-(1-(1-((1S,5S)-6-acryloyl-3,6-diazabicyclo[3.2.0]heptane-3-carbonyl)piperidin-4-yl)-1H-pyrazol-4-yl)-4-methoxypyrazolo[1,5-a]pyridine-3-carbonitrile